methyl 3-(3-(5-aminopyridin-3-yl) phenyl)-2,2-dimethylpropionate NC=1C=C(C=NC1)C=1C=C(C=CC1)CC(C(=O)OC)(C)C